F/C=C/C(=O)N1CCC(CC1)OC=1C=C2C(=NC=NC2=CC1OC)NC1=C(C=CC(=C1)C=1OC=CC1)OC (E)-3-fluoro-1-(4-((4-((5-(furan-2-yl)-2-methoxyphenyl)amino)-7-methoxy-quinazolin-6-yl)oxy)piperidin-1-yl)prop-2-en-1-one